Vinylacetat C(=C)CC(=O)[O-]